OC1=NC2=C(OC13N(C1=CC=C(C=C1C3)OC)C)C=CC3=CC=CC=C32 hydroxy-5-methoxy-1-methyl-spiro[indoline-2,3'-(3H)-naphtho(2,1-b)-1,4-oxazine]